N-(6-fluoropyridin-3-yl)-5-(2-(((2R,3as,5S,6as)-hexahydro-2,5-methanopentalen-3a(1H)-yl)amino)-2-oxoacetyl)-1,2,4-trimethyl-1H-pyrrole-3-carboxamide FC1=CC=C(C=N1)NC(=O)C1=C(N(C(=C1C)C(C(=O)NC12C[C@H]3CC2C[C@@H](C1)C3)=O)C)C